(13R)-13-methyl-7,11,14-trioxa-5,19,20,23-tetraazatetracyclo[13.5.2.12,6.018,21]tricosa-1(20),2(23),3,5,15(22),16,18(21)-heptaene C[C@@H]1COCCCOC2=NC=CC(C3=NNC=4C=CC(O1)=CC34)=N2